[Cl-].C[N+](CCCCCCCCCCCCCCCCCC)(CCC[Si](OC)(OC)OC)C N,N-dimethyl-N-[3-(trimethoxysilyl)propyl]-1-octadecanaminium chloride